Cl.NC\C=C(\CN1N=NC2=C1C=C(C=C2C2=CC(=C(C=C2)OC)S(N(C)C)(=O)=O)C(=O)NC)/F (Z)-1-(4-amino-2-fluorobut-2-en-1-yl)-4-(3-(N,N-dimethylsulfamoyl)-4-methoxyphenyl)-N-methyl-1H-benzo[d][1,2,3]triazol-6-carboxamide Hydrochloride